tert-butyl N-[3-(4-aminopyrimidin-2-yl)oxetan-3-yl]carbamate NC1=NC(=NC=C1)C1(COC1)NC(OC(C)(C)C)=O